tetranitroimidazole C1=NC(C(N1)([N+](=O)[O-])[N+](=O)[O-])([N+](=O)[O-])[N+](=O)[O-]